7-hydroxy-6-methoxy-2H-chromen-2-one-3,5-d2 OC=1C(=C(C=2C=C(C(OC2C1)=O)[2H])[2H])OC